Cl.CN1[C@H]2[C@@H]3CCCC[C@@]3(C=3C=C(C=CC3C2)NC2=NC=CC=C2)CC1 17-methyl-N-(pyridin-2-yl)morphinan-3-amine, hydrochloride salt